COC1=CC(=C2C=CNC2=C1)B1OC(C(O1)(C)C)(C)C 6-methoxy-4-(4,4,5,5-tetramethyl-[1,3,2]dioxaborolan-2-yl)-1H-indole